ethyl-2-methylpentanoate (ethyl-2-METHYL VALERATE) C(C)C(C(=O)O)(CCC)C.C(C)OC(C(CCC)C)=O